ClC=1C(=C(C(=CC1N1CC2(C(CC2)C(C)(C)N(C)C)CC1)F)S(=O)(=O)NC1=NC(=CC=C1)F)F 3-chloro-4-[3-[1-(dimethylamino)-1-methyl-ethyl]-6-azaspiro[3.4]octan-6-yl]-2,6-difluoro-N-(6-fluoro-2-pyridyl)benzenesulfonamide